C(=O)O.N1N=CC(=C1)C1=CC=C(O1)C(=O)NC=1C(=NN(C1)C1CC(C1)OCC(F)(F)F)C1=NC=CC=C1 5-(1H-pyrazol-4-yl)-N-(3-(pyridin-2-yl)-1-((1s,3s)-3-(2,2,2-trifluoroethoxy)cyclobutyl)-1H-pyrazol-4-yl)furan-2-carboxamide formate